FC(C(F)OC(C(F)(F)F)(F)F)(F)F 1,1,1,2,2-pentafluoroethyl 1,1,1,2-Tetrafluoroethyl ether